N-octadecyl-2-acetyl-3-t-butylcarbonyloxy-pyridin-4-one C(CCCCCCCCCCCCCCCCC)N1C(=C(C(C=C1)=O)OC(=O)C(C)(C)C)C(C)=O